cyclooctatetraene tetrasulfate S(=O)(=O)(O)O.S(=O)(=O)(O)O.S(=O)(=O)(O)O.S(=O)(=O)(O)O.C1=CC=CC=CC=C1